CC1=NC=2C(=C3C(=NC2)N(C=C3)S(=O)(=O)C3=CC=C(C)C=C3)N1N1CCC(CC1)CN (1-(2-methyl-6-tosylimidazo[4,5-d]pyrrolo[2,3-b]pyridin-1(6H)-yl)piperidin-4-yl)methylamine